Cl.C(=CC)C=1C=C(C=CC1O)C1=C(C(=CC(=C1)C=CC)NC([C@H](CCCCO)N)=O)O 3',5-Dipropenyl-3-[(S)-2-amino-6-hydroxy-1-hexanoyl]amino-2,4'-dihydroxy-1,1'-biphenyl hydrochloride